N1N=CC2=CC=C(C=C12)C(=O)N1CCC2(CC1)OC(C1=CC(=CC=C1C2)C(C)C)=O (1H-indazole-6-carbonyl)-7-isopropyl-spiro-[isochroman-3,4'-piperidin]-1-one